C(C)OC(C[C@@H](C=1C=C(C=C(C1)C)C1=CC(=CC=C1)OC)N)=O (S)-3-amino-3-(3'-methoxy-5-methylbiphenyl-3-yl)propionic acid ethyl ester